(5S)-5-(3-(5-chloro-6-methoxyisoindolin-2-yl)-2-methyl-3-oxopropyl)-5-cyclopropylimidazole-2,4-dione ClC=1C=C2CN(CC2=CC1OC)C(C(C[C@@]1(C(NC(N1)=O)=O)C1CC1)C)=O